NC1=C(C=CC=C1Br)O 2-amino-bromo-phenol